N-(4-{4-Amino-7-[1-(methylsulfonyl)piperidin-4-yl]pyrrolo[2,1-f][1,2,4]triazin-5-yl}phenyl)-2-oxo-1-phenyl-1,2-dihydropyridine-3-carboxamide NC1=NC=NN2C1=C(C=C2C2CCN(CC2)S(=O)(=O)C)C2=CC=C(C=C2)NC(=O)C=2C(N(C=CC2)C2=CC=CC=C2)=O